C1(CC1)C1=C(C(=NO1)C1CCC2(CC2)CC1)CO[C@H]1[C@@H]2CN([C@H](C1)C2)C(=O)OCC2=CC=CC=C2 benzyl (1S,4S,5R)-5-((5-cyclopropyl-3-(spiro[2.5]octan-6-yl)isoxazol-4-yl)methoxy)-2-azabicyclo[2.2.1]heptane-2-carboxylate